5-fluoro-4-(6-fluoro-1-methyl-1,2,3,4-tetrahydrobenzo[4,5]imidazo[1,2-a]pyridin-8-yl)-N-(5-(4-methylpiperazin-1-yl)pyridin-2-yl)pyrimidin-2-amine FC=1C(=NC(=NC1)NC1=NC=C(C=C1)N1CCN(CC1)C)C1=CC2=C(N=C3N2C(CCC3)C)C(=C1)F